3-AMINO-4-METHYLPHENYLBORONIC ACID HYDROCHLORIDE Cl.NC=1C=C(C=CC1C)B(O)O